The molecule is an organic heterotricyclic compound that is 4,10-dihydro-1H,3H-pyrano[4,3-b]chromene substituted by hydroxy groups at positions 7 and 8, a methoxy group at position 1, a methyl group at position 3, an oxo group at position 10 and a carboxy group at position 9. Isolated from Chaetomium funicola it exhibits inhibitory activity against metallo-beta-lactamases. It has a role as an EC 3.5.2.6 (beta-lactamase) inhibitor and a Chaetomium metabolite. It is an organic heterotricyclic compound, a monocarboxylic acid, a member of catechols, a cyclic ketone and a cyclic ether. CC1CC2=C(C(O1)OC)C(=O)C3=C(O2)C=C(C(=C3C(=O)O)O)O